NC=1N=C(C=C2C=C(N=CC12)NC(=O)[C@H]1[C@@H](C1)C#N)C1=CC2=C(NC(O2)=O)C=C1C trans-N-[8-amino-6-(5-methyl-2-oxo-3H-1,3-benzoxazol-6-yl)-2,7-naphthyridin-3-yl]-2-cyano-cyclopropanecarboxamide